2-[6-(6-methyl-1,6-diazaspiro[3.5]non-1-yl)[1,3]thiazolo[4,5-c]pyridazin-3-yl]-5-(1H-pyrazol-4-yl)phenol CN1CC2(CCN2C=2SC3=C(N=NC(=C3)C3=C(C=C(C=C3)C=3C=NNC3)O)N2)CCC1